CC(C#CCCCCCCCCCCCCCCCCCC)O docosyn-2-ol